N-(1-methyl-3-(5-morpholinopyridin-2-yl)-1H-pyrazol-4-yl)-5-(1H-pyrazol-4-yl)furan-2-carboxamide CN1N=C(C(=C1)NC(=O)C=1OC(=CC1)C=1C=NNC1)C1=NC=C(C=C1)N1CCOCC1